C(C)(C)(C)OC(=O)NCC=1SC2=C(N1)C=CC(=C2)C(=O)O 2-[(tert-butoxycarbonylamino)methyl]-1,3-benzothiazole-6-carboxylic Acid